CC=1C(=COC1C)C#N 4,5-dimethylfuran-3-carbonitrile